(E)-α-methyl-stilbene C/C(/C1=CC=CC=C1)=C\C1=CC=CC=C1